2-(3,5-dichloro-4-((6-chloro-5-cyclopropylpyridazin-3-yl)oxy)phenyl)hydrazine ClC=1C=C(C=C(C1OC=1N=NC(=C(C1)C1CC1)Cl)Cl)NN